C(C)(C)NC(C1=CC=C(C=C1)CNNCC1=CC2=CC=C(C=C2C=C1)OC)=O N-isopropyl-4-((2-(6-methoxy-2-naphthylmethyl)hydrazino)methyl)benzamide